C(C)OC(C=CN(C)C)=O 3-(N,N-dimethylamino)acrylic acid ethyl ester